NC1=NC=2N=C(C(=CC2C2=C1C=NN2C)C(=O)O)Cl 4-amino-7-chloro-1-methyl-1H-pyrazolo[4,3-c][1,8]naphthyridine-8-carboxylic acid